NC=1C(=CC2=C(CCO2)C1)C(=O)OC Methyl 5-amino-2,3-dihydrobenzofuran-6-carboxylate